3-(5-(((1S,2R)-2-(3-(5-chloro-pyridin-2-yl)azetidin-1-yl)-cyclohexyl)oxy)-1-oxoisoindolin-2-yl)piperidine-2,6-dione ClC=1C=CC(=NC1)C1CN(C1)[C@H]1[C@H](CCCC1)OC=1C=C2CN(C(C2=CC1)=O)C1C(NC(CC1)=O)=O